5,6-difluoroindenone FC=1C=C2C=CC(C2=CC1F)=O